FC(CNC(=O)C1=CN=C2N1C=C(C=C2)C2=CNC=1N=C(N=CC12)N[C@H](COC)C)F (S)-N-(2,2-difluoroethyl)-6-(2-((1-methoxypropan-2-yl)amino)-7H-pyrrolo[2,3-d]pyrimidin-5-yl)imidazo[1,2-a]pyridine-3-carboxamide